4-(4'-chloro-5'-oxo-5'H-spiro[cyclohexane-1,7'-indolo[1,2-a]quinazolin]-9'-yl)cyclohexane-1-carbaldehyde ClC=1C=2C(N=C3N(C2C=CC1)C1=CC=C(C=C1C31CCCCC1)C1CCC(CC1)C=O)=O